CC1([C@H]2CN([C@@H]([C@@H]12)C(=O)OC)C([C@H](C(C)(C)C)NC)=O)C Methyl (1R,2S,5S)-6,6-dimethyl-3-[(2S)-3,3-dimethyl-2-(methylamino)butanoyl]-3-azabicyclo[3.1.0]hexane-2-carboxylate